O1CCC2=C1C=C(C=C2)[C@H](C)N2CCN(CC2)C2=NN=C(S2)CC(=O)N (5-{4-[(1S)-1-(2,3-dihydro-1-benzofuran-6-yl)ethyl]piperazin-1-yl}-1,3,4-thiadiazol-2-yl)acetamide